3-Butyl-3-ethyl-7-methoxy-1,1-dioxido-5-phenyl-2,3,4,5-tetrahydro-1,5-benzothiazepin-8-yl triflate O(S(=O)(=O)C(F)(F)F)C1=CC2=C(N(CC(CS2(=O)=O)(CC)CCCC)C2=CC=CC=C2)C=C1OC